C(C=C)[Si](C1=CC=CC=C1)(C1=CC=CC=C1)CC=C Diallyl-Diphenylsilane